[Zn].OC(CN1C(C=CC2=C1N=C(N=C2)N[C@@H](C)C2=CC=CC=C2)=O)(C)C 8-(2-Hydroxy-2-methylpropyl)-2-{[(1S)-1-phenyl-ethyl]amino}pyrido[2,3-d]pyrimidin-7(8H)-on Zinc